(((4-Methoxybenzyl)oxy)methyl)-5-oxo-1,2,4a,5,6,7-hexahydro-8-oxa-3,5a,9,13c-Tetrazanaphtho[3,2,1-de]anthracene-3(4H)-carboxylate COC1=CC=C(COCOC(=O)N2CC3C(N4CCOC=5N=C6C=CC=CC6=C(C45)N3CC2)=O)C=C1